1-dodecanoyl-2-tridecanoyl-sn-glycero-3-phosphoserine C(CCCCCCCCCCC)(=O)OC[C@@H](OC(CCCCCCCCCCCC)=O)COP(=O)(O)OC[C@H](N)C(=O)O